N-(3-((2-(2,6-dioxopiperidin-3-yl)-1,3-dioxoisoindolin-5-yl)amino)propyl)-2-(4-(4-(5-(2-fluoro-6-methoxyphenyl)-1H-pyrazolo[4,3-d]pyrimidin-3-yl)phenyl)piperazin-1-yl)acetamide O=C1NC(CCC1N1C(C2=CC=C(C=C2C1=O)NCCCNC(CN1CCN(CC1)C1=CC=C(C=C1)C1=NNC2=C1N=C(N=C2)C2=C(C=CC=C2OC)F)=O)=O)=O